5-amino-3-ethyl-1-methyl-1H-pyrazole-4-carboxamide NC1=C(C(=NN1C)CC)C(=O)N